N-((1R,3s,5S)-8-azabicyclo[3.2.1]oct-3-yl)-3-chloro-4-((1R,2R)-2-(1,6-dimethyl-1H-pyrazolo[3,4-b]pyridin-3-yl)cyclopropyl)-N-methylbenzamide [C@H]12CC(C[C@H](CC1)N2)N(C(C2=CC(=C(C=C2)[C@H]2[C@@H](C2)C2=NN(C1=NC(=CC=C12)C)C)Cl)=O)C